(1S,2R,3R,5R)-3-(((1-Methyl-1H-pyrazol-4-yl)(3-(phenethylamino)propyl)amino)methyl)-5-(4-(methylamino)-7H-pyrrolo[2,3-d]pyrimidin-7-yl)cyclopentane-1,2-diol CN1N=CC(=C1)N(CCCNCCC1=CC=CC=C1)C[C@@H]1[C@H]([C@H]([C@@H](C1)N1C=CC2=C1N=CN=C2NC)O)O